BrC1=CC(=NC=2N=C(N=C(C21)O)C)Cl bromo-7-chloro-2-methylpyrido[2,3-d]pyrimidin-4-ol